BrC=1C=C2C(=NC1)N(N=C2O)CC2=CC=C(C=C2)OC 5-bromo-1-(4-methoxybenzyl)-1H-pyrazolo[3,4-b]pyridin-3-ol